C(=O)(O)[C@H](O)[C@@H](O)C(=O)O.FC=1C=CC(=NC1)[C@@]1(CCOC2(C1)CCOCC2)CCNC2CC1=CC=CC=C1C2 (R)-N-(2-(4-(5-fluoropyridin-2-yl)-1,9-dioxaspiro[5.5]undecan-4-yl)ethyl)-2,3-dihydro-1H-inden-2-amine L-tartrate